BrC1=C(C(=CC(=C1)Cl)F)COC1=NC(=CC=C1)Cl 2-[(2-bromo-4-chloro-6-fluoro-phenyl)methoxy]-6-chloro-pyridine